C(C)C1=C(C(=CC=C1)CC)N1C(=NCC(=C1O)CC1=CC(=C(C=C1)C1=C(C(=NC=C1)F)C)F)C1=NN(C=C1)C 1-(2,6-diethylphenyl)-5-{[3-fluoro-4-(2-fluoro-3-methylpyridin-4-yl)phenyl]methyl}-6-hydroxy-2-(1-methyl-1H-pyrazol-3-yl)-1,4-dihydropyrimidin